NC=1C(=C(C=C2C=C(N=CC12)NC1=NN2CC(N(CCC2=C1)CC(F)(F)F)=O)C=1C=NC=C(C1C)N)F 2-((8-amino-6-(5-amino-4-methylpyridin-3-yl)-7-fluoroisoquinolin-3-yl)amino)-6-(2,2,2-trifluoroethyl)-5,6-dihydro-4H-pyrazolo[1,5-d][1,4]diazepin-7(8H)-one